phospho-Serine P(=O)(O)(O)OC[C@H](N)C(=O)O